OCC=1N(N=C2C(N(CCC21)C2=CC=C1CCN(C(C1=C2)=O)C)=O)COCC[Si](C)(C)C 7-(3-(Hydroxymethyl)-7-oxo-2-((2-(trimethylsilyl)ethoxy)methyl)-2,4,5,7-tetrahydro-6H-pyrazolo[3,4-c]pyridin-6-yl)-2-methyl-3,4-dihydroisoquinolin-1(2H)-one